FC1=CC(=CC2=CN(N=C12)C1CCNCC1)C1=CC2=CN(N=C2C(=C1)C#N)C 5-[7-fluoro-2-(4-piperidyl)indazol-5-yl]-2-methyl-indazole-7-carbonitrile